ClC1=CC(=C(OC2=C(C=C(C=C2)NC(C(C)(C)C)=O)C=2C=CC=3N(C2)C(=NN3)C)C=C1)F N-[4-(4-chloro-2-fluorophenoxy)-3-(3-methyl-1,2,4-triazolo[4,3-a]pyridin-6-yl)phenyl]-2,2-dimethyl-propanamide